N-(6-(4-(1-hydroxy-prop-2-yl)-4H-1,2,4-triazol-3-yl)pyridin-2-yl)-1-methyl-6-oxo-3-(trifluoromethyl)-6,7-dihydro-1H-pyrazolo[3,4-b]pyridine-5-carboxamide OCC(C)N1C(=NN=C1)C1=CC=CC(=N1)NC(=O)C1=CC2=C(NC1=O)N(N=C2C(F)(F)F)C